(Z)-1-(3-(2-((2,2-difluoroethoxy)methyl)-5-methylphenyl)-4-oxothiazolidin-2-ylidene)-3-(2-fluoro-4-(3-(4-(trifluoromethyl)phenyl)-1H-1,2,4-triazol-1-yl)phenyl)urea FC(COCC1=C(C=C(C=C1)C)N1/C(/SCC1=O)=N/C(=O)NC1=C(C=C(C=C1)N1N=C(N=C1)C1=CC=C(C=C1)C(F)(F)F)F)F